OCCN=CC1=C(C=CC=C1)O 2-((2-hydroxyethylimino)methyl)phenol